N-fluorenylmethoxycarbonyl-N-(2,2,4,6,7-pentamethyl-dihydrobenzofuran-5-sulfonyl)-L-arginine C1(=CC=CC=2C3=CC=CC=C3CC12)COC(=O)N([C@@H](CCCNC(N)=N)C(=O)O)S(=O)(=O)C1=C(C(=C2C(CC(O2)(C)C)C1C)C)C